C1(CC1)OC=1C(=CC2=CN(N=C2C1)[C@@H]1C[C@H](CCC1)O)C(=O)NC=1C=NN2C1N=CC=C2 |o1:13,15| rel-6-cyclopropoxy-2-((1S,3S)-3-hydroxycyclohexyl)-N-(pyrazolo[1,5-a]pyrimidin-3-yl)-2H-indazole-5-carboxamide